O[C@@H](CC(=O)N)C(C)(C)C 3-(S)-hydroxy-4,4-dimethylpentanamid